C(#N)C1=CC(=CC=C1)C(F)(F)F 1-cyano-3-trifluoromethyl-benzene